C(C)(C)(C)OC(=O)N1C[C@@H]([C@H](CC1)C1=C(C=C2CNC(=NC2=C1)N)Cl)F |r| (3R,4R) and (3S,4S)-4-(2-amino-6-chloro-3,4-dihydroquinazolin-7-yl)-3-fluoropiperidine-1-carboxylic acid tert-butyl ester